3,3,6-trimethyl-2,3-dihydro-1H-pyrrolo[3,2-b]pyridine CC1(CNC=2C1=NC=C(C2)C)C